cyclopropyl 6-{1-[6-(trifluoromethyl)-1H-imidazo[4,5-b]pyridin-2-yl]cyclobutyl}-3,4-dihydro-1,5-naphthyridine-1(2H)-carboxylate FC(C=1C=C2C(=NC1)N=C(N2)C2(CCC2)C=2N=C1CCCN(C1=CC2)C(=O)OC2CC2)(F)F